4-(4-((4-((1-(dimethylphosphono)naphthalen-2-yl)amino)-5-vinylpyridin-2-yl)amino)-5-methoxy-2-(1-methyl-1H-pyrazol-4-yl)phenyl)piperazine-1-carboxylic acid tert-butyl ester C(C)(C)(C)OC(=O)N1CCN(CC1)C1=C(C=C(C(=C1)OC)NC1=NC=C(C(=C1)NC1=C(C2=CC=CC=C2C=C1)P(=O)(OC)OC)C=C)C=1C=NN(C1)C